C(C)(C)(C)N1C(N(C(C1)C(C(=O)NC=1C=CC=C2C=CC=NC12)C(C)C)C(C)(C)C)=O 2-(1,3-di-tert-butyl-2-oxoimidazolidin-4-yl)-3-methyl-N-(quinolin-8-yl)butanamide